C(C(C)C)(=O)N1[C@H](CN(C[C@H]1C)C(=O)OC(C)(C)C)C(=O)OC 1-(tert-butyl) 3-methyl (3R,5R)-4-isobutyryl-5-methylpiperazine-1,3-dicarboxylate